2,4,6-trichloro-benzonitrile ClC1=C(C#N)C(=CC(=C1)Cl)Cl